tert-butyl 3-[(1-isopropyl-2-oxo-1,2-dihydro pyrrolo[1,2-b]pyridazine-3-carbonyl) amino]-8-azabicyclo[3.2.1]octane-8-carboxylate C(C)(C)N1N2C(C=C(C1=O)C(=O)NC1CC3CCC(C1)N3C(=O)OC(C)(C)C)=CC=C2